ClC1=C(C=CC(=C1)OC)C1=CN=C(N1C)C(=O)NC1=CC(=C(C=C1)C(=O)N1CCN(CC1)CCN(C)C)CC 5-(2-chloro-4-methoxy-phenyl)-N-[4-[4-[2-(dimethylamino)ethyl]piperazine-1-carbonyl]-3-ethyl-phenyl]-1-methyl-imidazole-2-carboxamide